NCC#CC1=C(N=C2N(C1=O)C=CC=C2)C2=NN1C(C(=NC(=C1)C)C)=C2 (3-aminoprop-1-ynyl)-2-(4,6-dimethylpyrazolo[1,5-a]pyrazin-2-yl)-4H-pyrido[1,2-a]pyrimidin-4-one